4,6-dibromo-1H-indole-3-yl β-D-glucopyranosiduronate O([C@H]1[C@H](O)[C@@H](O)[C@H](O)[C@H](O1)C(=O)[O-])C1=CNC2=CC(=CC(=C12)Br)Br